4,5-dimethoxy-2-nitrobenzyl bromide COC1=CC(=C(CBr)C=C1OC)[N+](=O)[O-]